N-(2,6-dimethylphenyl)dibenzo[b,d]furan-1-amine CC1=C(C(=CC=C1)C)NC1=CC=CC=2OC3=C(C21)C=CC=C3